1-[5-tert-butyl-2-(p-tolyl)pyrazol-3-yl]-3-[4-[(7-oxo-6,8-dihydro-5H-1,8-naphthyridin-4-yl)oxy]-2-(trifluoromethyl)phenyl]urea C(C)(C)(C)C=1C=C(N(N1)C1=CC=C(C=C1)C)NC(=O)NC1=C(C=C(C=C1)OC1=CC=NC=2NC(CCC12)=O)C(F)(F)F